7,8-dihydro-4H-[1,4]dioxino[2',3':4,5]benzo[1,2-d][1,3]oxazin-4-one N1=COC(C2=C1C=C1C(=C2)OCCO1)=O